C(CC)NC1=NNC(=N1)N N3-propyl-1H-1,2,4-triazole-3,5-diamine